1-((2-(trimethylsilyl)ethoxy)methyl)-1H-pyrazole-5-carboxamide C[Si](CCOCN1N=CC=C1C(=O)N)(C)C